3-(2-(dimethylamino) ethyl)-1H-indol-5-yl isobutyrate C(C(C)C)(=O)OC=1C=C2C(=CNC2=CC1)CCN(C)C